C(#N)C1=CC=C(C=N1)C1=CC=C(N1C1=C(C=CC=C1)C(F)(F)F)C1=CC=C(C(=O)NCCN(C)C)C=C1 4-[5-(6-cyano-3-pyridyl)-1-[2-(trifluoromethyl)phenyl]pyrrol-2-yl]-N-[2-(dimethylamino)ethyl]-benzamide